OCOCCOCO 1,6-Dihydroxy-2,5-Dioxahexane